(S)-1-(2,4-difluoro-5-(methylsulfinyl)phenyl)-piperazine FC1=C(C=C(C(=C1)F)[S@@](=O)C)N1CCNCC1